6-bromo-2-(5-(difluoromethoxy)-4-((4-methoxybenzyl)oxy)pentyl)-7-fluoroisoquinolin-1(2H)-one BrC=1C=C2C=CN(C(C2=CC1F)=O)CCCC(COC(F)F)OCC1=CC=C(C=C1)OC